3-tert-butyl-[(4-ethynyl-cyclohexyl)methoxy]-dimethyl-silane C(C)(C)(C)C1CC(CCC1C#C)CO[SiH](C)C